ClC1=C(C(=CC=C1)F)C1=NOC(=C1C(=O)O)C 3-(2'-chloro-6'-fluorophenyl)-5-methyl-4-isoxazolecarboxylic acid